1-chloro-4-methylpentan-2-one ClCC(CC(C)C)=O